1,2-dioleyloxy-3-morpholinopropane C(CCCCCCC\C=C/CCCCCCCC)OCC(CN1CCOCC1)OCCCCCCCC\C=C/CCCCCCCC